N1N=C(N=C1)C=1C(=NC=CN1)C(C)=O 1-[3-(1H-1,2,4-triazol-3-yl)pyrazin-2-yl]ethanone